C1(CC1)CC1(CCC(CC1)=O)COC 4-(cyclopropylmethyl)-4-(methoxymethyl)cyclohexan-1-one